(ethylazanediyl)bis(propan-2-ol) C(C)N(CC(C)O)CC(C)O